N-(2-iodo-3-(2,2,2-trifluoroethyl)benzo[b]thiophen-7-yl)-1-methyl-piperidin-4-amine IC1=C(C2=C(S1)C(=CC=C2)NC2CCN(CC2)C)CC(F)(F)F